CC(C)CCC[C@@H](C)[C@H]1CC[C@H]2C3=C[C@H]4C5(C[C@H](CC[C@]5(C)[C@]3(CC[C@]12C)O)O)O4 5,6alpha-epoxy-cholest-7-en-3beta,9alpha-diol